(S)-(6-(((tetrahydrofuran-3-yl)oxy)methyl)pyridin-2-yl)methanol O1C[C@H](CC1)OCC1=CC=CC(=N1)CO